C1(=CC=C(C=C1)N(C=1C2=CC=CC=C2C(=C2C=CC=CC12)N(C1=CC=C(C=C1)C)C1=CC=C(C=C1)C)C1=CC=C(C=C1)C)C N,N,N',N'-tetra(p-tolyl)anthracene-9,10-diamine